CC1=C(C(=C(C1([Hf]C=1CC=2C=C3C(=CC2C1C(C)CC)C=CC=C3)C)C)C)C pentamethylcyclopentadienyl(1-sec-butyl-benz[f]indenyl)hafnium